methyl (cis)-3-hydroxycyclobutane-1-carboxylate O[C@H]1C[C@H](C1)C(=O)OC